[OH-].[Li+].C(C)(=O)[O-].[Li+].C([O-])(O)=O.[Li+] lithium carbonate lithium acetate lithium hydroxide